C(=CCCCCCCCCCCCCCCCC)N1C(=C(C(C2=C(C=C(C=C12)OCC1=CC=CC=C1)OCC1=CC=CC=C1)=O)OCC1=CC=CC=C1)C1=CC(=C(C(=C1)OCC1=CC=CC=C1)OCC1=CC=CC=C1)OCC1=CC=CC=C1 N-octadecenyl-2-(3,4,5-tribenzyloxyphenyl)-3,5,7-tribenzyloxyquinolin-4-one